4-[3-[4-[5-acetyl-3-[7-(difluoromethyl)-6-(1-methylpyrazol-4-yl)-3,4-dihydro-2H-quinolin-1-yl]-6,7-dihydro-4H-pyrazolo[4,3-c]pyridin-1-yl]-1-piperidyl]cyclobutoxy]benzoic acid C(C)(=O)N1CC2=C(CC1)N(N=C2N2CCCC1=CC(=C(C=C21)C(F)F)C=2C=NN(C2)C)C2CCN(CC2)C2CC(C2)OC2=CC=C(C(=O)O)C=C2